1-Boc-3-cyano-4-pyrrolidone C(=O)(OC(C)(C)C)N1CC(C(C1)=O)C#N